ClC1=NC2=C(N1)C=CC(=C2)C(F)(F)F 2-chloro-5-(trifluoromethyl)-1H-benzo[d]imidazole